tert-butyl-(3R)-3-(hydroxymethyl)-piperazine-1-carboxylate C(C)(C)(C)OC(=O)N1C[C@@H](NCC1)CO